2-((ethylamino)methyl)-1-(4-fluorophenyl)cyclohexan-1-ol C(C)NCC1C(CCCC1)(O)C1=CC=C(C=C1)F